N-[(R)-3,3,3-trifluoro-1-methylpropyl]-4-{(S)-1,7-diaza-7-spiro[4.4]nonyl}-5-(3,5-difluorophenyl)nicotinamide FC(C[C@@H](C)NC(C1=CN=CC(=C1N1C[C@]2(CCCN2)CC1)C1=CC(=CC(=C1)F)F)=O)(F)F